4-fluoro-1,4-piperidinedicarboxylic acid FC1(CCN(CC1)C(=O)O)C(=O)O